8-benzyl-N-(2-methoxy-6-methyl-5,6,7,8-tetrahydro-1,6-naphthyridin-3-yl)quinazolin-2-amine C(C1=CC=CC=C1)C=1C=CC=C2C=NC(=NC12)NC=1C(=NC=2CCN(CC2C1)C)OC